[C@H]12OC[C@H](N(C1)CC1(CC1)C(=O)OCC)C2 ethyl 1-(((1R,4R)-2-oxa-5-azabicyclo[2.2.1]heptan-5-yl)methyl)cyclopropane-1-carboxylate